CC1(CC1)N1C(C(=CC=C1)NC(=O)C1=CC=2C(N=C1)=NNC2)=O N-(1-(1-methylcyclopropyl)-2-oxo-1,2-dihydropyridin-3-yl)-2H-pyrazolo[3,4-b]Pyridine-5-carboxamide